FS(C1=CC=C(C=C1)N[C@@H]1CC[C@H](CC1)S(=O)(=N)C1=CC=C(C=C1)C1=CC=C(C=C1)C(=O)N)(F)(F)(F)F 4'-{[trans-4-{[4-(pentafluoro-λ6-sulfanyl)phenyl]Amino}cyclohexyl]sulfonimidoyl}-[1,1'-biphenyl]-4-carboxamide